3-((dimethylamino)methyl)-4-(furan-3-yl)aniline CN(C)CC=1C=C(N)C=CC1C1=COC=C1